2-hydroxy-N-((5-(2-((2-methyl-6-(1,4-oxazepan-4-yl)quinazolin-4-yl)thio)acetyl)thiophen-2-yl)methyl)acetamide OCC(=O)NCC=1SC(=CC1)C(CSC1=NC(=NC2=CC=C(C=C12)N1CCOCCC1)C)=O